2-(5-{[(1R,3s,5S)-8-Azabicyclo[3.2.1]octan-3-yl](methyl)amino}[1,3]thiazolo[5,4-d][1,3]thiazol-2-yl)-5-(2-methyl-1,3-thiazol-5-yl)pyridin-3-ol [C@H]12CC(C[C@H](CC1)N2)N(C=2SC1=C(N2)SC(=N1)C1=NC=C(C=C1O)C1=CN=C(S1)C)C